N-(3-(3-Chloro-2-(4-(((2-hydroxyethyl)amino)methyl)-3-methoxyphenyl)pyridin-4-yl)-2-methylphenyl)-5-(((2-hydroxyethyl)amino)methyl)picolinamide ClC=1C(=NC=CC1C=1C(=C(C=CC1)NC(C1=NC=C(C=C1)CNCCO)=O)C)C1=CC(=C(C=C1)CNCCO)OC